ClC=1C=CC(=C(C1)C1=C2C(=NC(=C1)C)C(=CS2)C(=O)O)OCCN2C(=NC=1CC[C@H](CC1C2=O)N2CCC(CC2)OC(F)(F)F)C(F)(F)F 7-[5-chloro-2-[2-[(6R)-4-oxo-6-[4-(trifluoromethoxy)-1-piperidyl]-2-(trifluoromethyl)-5,6,7,8-tetrahydroquinazolin-3-yl]ethoxy]phenyl]-5-methyl-thieno[3,2-b]pyridine-3-carboxylic acid